FC1=CC=C(C=C1)C(CC[C@@H](CNC(OC(C)(C)C)=O)C)=O tert-butyl N-[(2S)-5-(4-Fluorophenyl)-2-methyl-5-oxo-Pentyl]carbamate